tert-butyl (3S)-4-(11-(2,4-difluorophenyl)-6-oxo-10-(trifluoromethyl)-3,4-dihydro-2H,6H-[1,4]thiazepino[2,3,4-ij]quinazolin-8-yl)-3-methylpiperazine-1-carboxylate FC1=C(C=CC(=C1)F)C1=C(C=C2C(=NC(N3C2=C1SCCC3)=O)N3[C@H](CN(CC3)C(=O)OC(C)(C)C)C)C(F)(F)F